p-toluenesulfonic acid 5-oxo-hexyl ester O=C(CCCCOS(=O)(=O)C1=CC=C(C)C=C1)C